(R)-2-methyl-N-{(1S)-(2-methyl-1-oxo-1,2-dihydroisoquinolin-5-yl)[1-(spiro[2.2]pentan-1-yl)-1H-1,2,3-triazol-4-yl]methyl}propane-2-sulfenamide CC(C)(C)SN[C@H](C=1N=NN(C1)[C@@H]1CC12CC2)C2=C1C=CN(C(C1=CC=C2)=O)C